OCC(C(CC1C(NCC1)=O)NC(=O)C1N(C2CCC1CC2)C(=O)C=2NC1=CC=CC(=C1C2)OC)=O N-(4-hydroxy-3-oxo-1-(2-oxopyrrolidin-3-yl)butan-2-yl)-2-(4-methoxy-1H-indole-2-carbonyl)-2-azabicyclo[2.2.2]octane-3-carboxamide